phenyl-boronate C1(=CC=CC=C1)B([O-])[O-]